[2-(4-methoxy-phenyl)-vinyl]-4,6-bis-trichloromethyl-[1,3,5]triazine COC1=CC=C(C=C1)C=CC1=NC(=NC(=N1)C(Cl)(Cl)Cl)C(Cl)(Cl)Cl